C(C)(C)(C)OC(C(CCCCC#N)(O)O)=O 6-cyano-(3R,5R)-dihydroxycaproic acid tert-butyl ester